(4-isopropylpiperazin-1-yl)(4-(8,9,10,11-tetrahydro-3H-pyrazolo[4,3-a]phenanthridin-7-yl)phenyl)methanone C(C)(C)N1CCN(CC1)C(=O)C1=CC=C(C=C1)C1=NC2=CC=C3C(=C2C=2CCCCC12)C=NN3